ClC1=CC=CC2=C1N=C(S2)C2=C(SC(=C2)C(F)(F)F)C(=O)N (4-Chlorobenzo[d]thiazol-2-yl)-5-(trifluoromethyl)thiophene-2-carboxamide